FC1=C(C=CC(=C1F)OC1=NC=CC=C1)C1=CN=C2N1C=CN=C2NC2=CC(=C(C(=O)NCCCCC(=O)N1C[C@H](NCC1)CO)C=C2)CC 4-[[3-[2,3-difluoro-4-(2-pyridyloxy)phenyl]imidazo[1,2-a]pyrazin-8-yl]amino]-2-ethyl-N-[5-[(3S)-3-(hydroxymethyl)piperazin-1-yl]-5-oxo-pentyl]benzamide